N1(C=NC=C1)C1=CC(=CC(=N1)C(=O)N[C@@H]1CN(CCC1)C(=O)OC(C)(C)C)C tert-butyl (S)-3-(6-(1H-imidazol-1-yl)-4-methylpicolinamido)piperidine-1-carboxylate